phenyl-5-mercapto-tetrazole C1(=CC=CC=C1)N1N=NN=C1S